C(CCCCCCCCCCCCCCCCCCCCC)(=O)N[C@H](CO)[C@H](O)C(CCCCCCCCCCCCCCCC)O N-(docosanoyl)-4R-hydroxy-eicosasphinganine